ClC1=NC=C(C(=C1)C1=C(C=NC(=C1)C)C(=O)NC=1SC2=C(N1)CC[C@@H](C2)C(=O)OCC)OC |o1:24| ethyl (S or R)-2-(2'-chloro-5'-methoxy-6-methyl-[4,4'-bipyridine]-3-carboxamido)-4,5,6,7-tetrahydrobenzo[d]thiazole-6-carboxylate